CN(C)CC1CCC(CC1)[N+]1=NOC(=C1)[N-]C(NC1=CC(=CC(=C1)C(F)(F)F)N(C(C(C)C1=CC=CC=C1)=O)C)=O (3-((1R,4R)-4-((Dimethylamino)methyl)-cyclohexyl)-1,2,3-oxadiazol-3-ium-5-yl)((3-(N-methyl-2-phenylpropanamido)-5-(trifluoromethyl)phenyl)carbamoyl)amide